NCCCCN1[C@@H](CCC1)C=1C=NC=CC1 (S)-1-(4-aminobutyl)-2-(3-pyridyl)pyrrolidine